2-acrylamido-2-methyl-1-propanesulfonic acid C(C=C)(=O)NC(CS(=O)(=O)O)(C)C